CC1([C@H]2CN([C@@H]([C@@H]12)C(=O)O)C([C@H](CC1=CC=NC=C1)NC(CC1COCC1)=O)=O)C (1R,2S,5S)-6,6-dimethyl-3-[(2S)-3-(4-pyridyl)-2-[[2-[tetrahydrofuran-3-yl]acetyl]amino]propanoyl]-3-azabicyclo[3.1.0]hexane-2-carboxylic acid